FC(CN1N=CC=C1CN1CC2(C1)CNC2)(F)F 2-[[2-(2,2,2-trifluoroethyl)pyrazol-3-yl]methyl]-2,6-diazaspiro[3.3]heptane